CC=1C=CC(=NC1)CNC1=NC=CC(=C1)C1=CNC2=NC=CC(=C21)OC2=CC=C1CCNCC1=C2 N-((5-Methylpyridin-2-yl)methyl)-4-(4-((1,2,3,4-tetrahydroisochinolin-7-yl)oxy)-1H-pyrrolo[2,3-b]pyridin-3-yl)pyridin-2-amin